(S)-5-amino-3-(7-((5-fluoro-2-methoxybenzamido)methyl)-1H-pyrrolo[2,3-c]pyridin-4-yl)-1-(1,1,1-trifluoropropan-2-yl)-1H-pyrazole-4-carboxamide NC1=C(C(=NN1[C@H](C(F)(F)F)C)C1=C2C(=C(N=C1)CNC(C1=C(C=CC(=C1)F)OC)=O)NC=C2)C(=O)N